(S)-3-(1-acryloylpyrrolidin-3-yl)-7-amino-1-(4-(3,5-difluorophenoxy)phenyl)-1,5-dihydro-4H-pyrazolo[3,4-d]pyridazin-4-one C(C=C)(=O)N1C[C@H](CC1)C1=NN(C=2C(=NNC(C21)=O)N)C2=CC=C(C=C2)OC2=CC(=CC(=C2)F)F